C(C)NC1CN(CC1)C=1C=C2C=CC(=NC2=NC1)C1=CC2=CN(N=C2C(=C1O)F)C 5-{6-[3-(ethylamino)pyrrolidin-1-yl]-1,8-naphthyridin-2-yl}-7-fluoro-2-methylindazol-6-ol